BrC1=CC2=C(N(C(N2C)=O)C2N(CCCC2)CC2=CC=C(C=C2)OC)C=C1 (5-bromo-3-methyl-2-oxo-benzoimidazol-1-yl)-1-[(4-methoxyphenyl)methyl]Piperidine